COC1=CC=C2C=CC=C(C2=C1)CC#N 2-(7-methoxy-1-naphthyl)acetonitrile